ClC=1C=CC(=C(C1)C1=CC(=C(N=N1)C)NC1=CC(=NC=N1)NC(CCN1CCOCC1)=O)F N-(6-((6-(5-chloro-2-fluorophenyl)-3-methylpyridazin-4-yl)amino)pyrimidin-4-yl)-3-morpholinopropanamide